C1(=CC=CC=C1)C1=CC2=C(SC3=C2C=CC=C3C3=CC=CC=C3)C(=C1)C=1C=C(C=CC1)C1=NC(=NC(=N1)C1=CC=CC=C1)C1=CC=CC=C1 2-(3-(2,6-diphenyldibenzo[b,d]thiophen-4-yl)phenyl)-4,6-diphenyl-1,3,5-triazine